N1(CCC1)CCCNC(OC(CCC\C=C/CCCCC)C(CCC\C=C/CCCCC)CCC\C=C/CCCCC)=S (6Z,16Z)-12-((Z)-Dec-4-en-1-yl)docosa-6,16-dien-11-yl (3-(azetidin-1-yl)propyl)-carbamothioate